FC(COC=1C=2N(N=C(C1)C=1C(NC(NC1)=O)=O)C=CN2)(C(F)(F)F)F 5-(8-(2,2,3,3,3-pentafluoropropoxy)imidazo[1,2-b]pyridazin-6-yl)pyrimidine-2,4(1H,3H)-dione